BrC=1C=C(C=CC1)[C@@H](C)NC=1C2=C(N=C(N1)C)C=NC(=C2)OCC2CC2 N-[(1R)-1-(3-bromophenyl)ethyl]-6-(cyclopropylmethoxy)-2-methylpyrido[3,4-d]pyrimidin-4-amine